methyl 1-((6-cyclopropyl-8-(piperazin-1-yl)imidazo[1,2-a]pyridin-2-yl)methyl)-1H-1,2,3-triazole-4-carboxylate C1(CC1)C=1C=C(C=2N(C1)C=C(N2)CN2N=NC(=C2)C(=O)OC)N2CCNCC2